C(CCCCCCC)C1N=C(SC1)Cl octyl-chlorothiazoline